C(C)(C)(C)N[SiH2]NC(C)(C)C Bis(t-butylamino)silane